2-[3-[tert-butyl-(dimethyl)silanyl]oxypropyl]isoindolin-1-one C(C)(C)(C)[Si](OCCCN1C(C2=CC=CC=C2C1)=O)(C)C